tert-butyl-7-hydroxy-2-azaspiro[3.5]nonane-2-formate C(C)(C)(C)OC(=O)N1CC2(C1)CCC(CC2)O